[11CH2]=O [11C]-formaldehyde